2,4,6-Trihydroxybenzaldehyde OC1=C(C=O)C(=CC(=C1)O)O